ClC=1C=C2C(=C3C1NC(NC31CCCCC1)=O)OC(=N2)CN2CC(C2)OC 5-chloro-2-[(3-methoxyazetidin-1-yl)methyl]-7,8-dihydro-6H-spiro[[1,3]oxazolo[5,4-f]quinazoline-9,1'-cyclohexane]-7-one